(2S,3S)-3-(hydroxymethyl)-1-(6-methyl-4-(trifluoromethyl)pyridin-2-yl)-5-oxopyrrolidine-2-carboxylic acid tert-butyl ester C(C)(C)(C)OC(=O)[C@H]1N(C(C[C@@H]1CO)=O)C1=NC(=CC(=C1)C(F)(F)F)C